CN1C(=NC(=C1)C)C1=CC=C(CC2=NN=C3N2N=C(C=C3)C3=C(C=CC=C3)C(C)C)C=C1 (4-(1,4-dimethyl-1H-imidazol-2-yl)benzyl)-6-(2-isopropylphenyl)-[1,2,4]triazolo[4,3-b]pyridazine